methyl 2-(azidomethyl)-6-chloro-4-fluorobenzoate N(=[N+]=[N-])CC1=C(C(=O)OC)C(=CC(=C1)F)Cl